NC1=CC(=C(C=C1)NC1=NC=NC(=C1Cl)N(C(=O)OC(C)(C)C)C(=O)OC(C)(C)C)F N4-(4-amino-2-fluorophenyl)-5-chloro-N6,N6-di-tert-butoxycarbonylpyrimidine-4,6-diamine